trimethylammonio methacrylate C(C(=C)C)(=O)O[N+](C)(C)C